CC1=NC=NC=2N(C(C(N(C12)C)=O)C)C 4,5,7,8-tetramethyl-7H-pteridin-6-one